Diamino-1,3,3-trimethyl-1-phenylindane CC1=C(C=CC(=C1)C2(CC(C3=CC=CC=C32)(C)C)N)N